NC1=CC=C(N=N1)C=1CN(CC1)C(=O)OC(C)(C)C Tert-butyl 3-(6-aminopyridazin-3-yl)-2,5-dihydro-1H-pyrrole-1-carboxylate